5-(4-chloro-2-fluorophenyl)-4-isopropylthiazol-2-amine ClC1=CC(=C(C=C1)C1=C(N=C(S1)N)C(C)C)F